BrC1=CC=2C3=C(C=NC2C=C1F)N(C(C31CC(C1)O)=O)C 8'-bromo-7'-fluoro-3-hydroxy-3'-methylspiro[cyclobutane-1,1'-pyrrolo[2,3-c]quinolin]-2'(3'H)-one